ClC=1C=C(C=C(C1)F)N1C=C(C=2C(C(CCC12)(F)F)=O)C(F)(F)F 1-(3-chloro-5-fluorophenyl)-5,5-difluoro-3-(trifluoromethyl)-1,5,6,7-tetrahydro-4H-indol-4-one